[(2S,3R)-7-(6-tert-Butyl-5-methyl-pyrrolo[2,3-b]pyrazin-3-yl)-3-methoxy-3,4,5,6-tetrahydro-2H-azepin-2-yl]methanol C(C)(C)(C)C1=CC=2C(=NC(=CN2)C=2CCC[C@H]([C@@H](N2)CO)OC)N1C